CN1N=CC2=CC=CC(=C12)B(O)O 1-methyl-1H-indazole-7-boronic acid